(3R,4S)-1-(N-(2-aminoethyl)sulfamoyl)-3-((S)-2-aminopropanamido)-4-(3-boronopropyl)pyrrolidine-3-carboxylic acid, 2,2,2-trifluoroacetic acid salt FC(C(=O)O)(F)F.NCCNS(=O)(=O)N1C[C@]([C@H](C1)CCCB(O)O)(C(=O)O)NC([C@H](C)N)=O